C1(=CC=CC=C1)N(C(O)=O)C1=CC(=C(C=C1)C1=CN(C=2N=CN=C(C21)N)C)C.FC2=CC=C(C(=O)C1=CC=C(C=C1)C1=CC=C(C=C1)C(C1=CC=C(C=C1)F)=O)C=C2 4,4'-bis(4-fluorobenzoyl)biphenyl phenyl-(4-(4-amino-7-methyl-7H-pyrrolo[2,3-d]pyrimidin-5-yl)-3-methylphenyl)carbamate